CC(C#CC=1C=C(SC1)C1(CC1)C=1NC(C=2CN(CCCC2N1)C([C@@H](C1=CC(=CC=C1)C(F)(F)F)O)=O)=O)(C)C (R)-2-(1-(4-(3,3-dimethylbut-1-yn-1-yl)thiophen-2-yl)cyclopropyl)-6-(2-hydroxy-2-(3-(trifluoromethyl)phenyl)acetyl)-3,5,6,7,8,9-hexahydro-4H-pyrimido[5,4-c]azepin-4-one